N1-(5-benzylpyrimidin-2-yl)-N3-methyl-N3-(6-(1-methyl-1H-pyrazol-4-yl)pyrazolo[1,5-a]pyridin-3-yl)propane-1,3-diamine C(C1=CC=CC=C1)C=1C=NC(=NC1)NCCCN(C=1C=NN2C1C=CC(=C2)C=2C=NN(C2)C)C